C(CC(C)C)[C@]1(C[C@@H]2[C@H](N(OC2(C)C)C(C)C)[C@H](C1)C)C |r| rac-(3ar,5r,7s,7ar)-5-isopentyl-1-isopropyl-3,3,5,7-tetramethyl-octahydrobenzo[c]isoxazole